CN1CCN(CCC1)C=1C=CC=2N(C(C=C(N2)C=2C=CC=3N(C2)C=C(N3)C)=O)C1 7-(4-methyl-1,4-diazacycloheptan-1-yl)-2-(2-methylimidazo[1,2-a]pyridin-6-yl)-4H-pyrido[1,2-a]pyrimidin-4-one